ammonium bisulfide [SH-].[NH4+]